NC1=CC=C(C=N1)CCN(CCCCCCC(C(=O)O)(CCCCCCCC)CCCCCC)CCCCCCC(C(=O)O)(CCCCCCCC)CCCCCC.C(CCCCC)C(C(=O)OCCCCCCN(CCCCCCOC(C(CCCCCCCC)CCCCCC)=O)CCC=1C=NC(=CC1)N)CCCCCCCC ((2-(6-aminopyridin-3-yl)ethyl)azanediyl)bis(hexane-6,1-diyl) bis(2-hexyldecanoate)-[((2-(6-aminopyridin-3-yl)ethyl)azanediyl)bis(hexane-6,1-diyl) bis(2-hexyldecanoate)]